C(N)(=O)C1=CC(=C(C=C1)C1=CC=C(C=C1)C=1C=C2C(=NNC2=CC1Cl)CCC(=O)[O-])O 3-(5-(4'-carbamoyl-2'-hydroxy-[1,1'-biphenyl]-4-yl)-6-chloro-1H-indazol-3-yl)propanoate